BrC(C(=O)OC1C(OC(C(C1OC(C(C)(Br)C)=O)(OC(C(C)(Br)C)=O)OC(C(C)(Br)C)=O)C)OC(C(C)(C)Br)=O)(C)C [2,4,5,5-Tetrakis[(2-bromo-2-methylpropanoyl)oxy]-6-methyloxan-3-yl] 2-bromo-2-methylpropanoate